CC1=C(C(=CC=C1)C)N=C=N dl-2,6-dimethyl-phenyl-carbodiimide